C(CCCC)C1=C(C=CC(=C1)OC)S(=O)(=O)N pentyl-4-methoxybenzenesulfonamide